benzyl 4-(3-(5-methoxy-2-(1-methyl-1H-pyrazol-4-yl)-4-nitrophenyl)-3-azaspiro[5.5]undecan-9-yl)piperazine-1-carboxylate COC=1C(=CC(=C(C1)N1CCC2(CC1)CCC(CC2)N2CCN(CC2)C(=O)OCC2=CC=CC=C2)C=2C=NN(C2)C)[N+](=O)[O-]